1-(tert-butyl)2-ethyl 2-(3-((tert-butyldimethylsilyl)oxy) propyl)-3-methylenepyrrolidine-1,2-dicarboxylate [Si](C)(C)(C(C)(C)C)OCCCC1(N(CCC1=C)C(=O)OCCC(C)(C)C)C(=O)[O-]